N-(2-HYDROXYETHYL)4-BORONOBENZENESULFONAMIDE OCCNS(=O)(=O)C1=CC=C(C=C1)B(O)O